2-[4-(trifluoromethyl)phenyl]propan-2-ol FC(C1=CC=C(C=C1)C(C)(C)O)(F)F